hexahydroimidazo[1,5-a]Pyrazine-7(1H)-carboxylic acid tert-butyl ester C(C)(C)(C)OC(=O)N1CC2N(CC1)CNC2